NCCOCCOC=CC(=O)NCCOC1=CC=C(C=C1)CCC1=NC2=C(N1CCN1CCOCC1)C=CC(=C2)C=2C(=NOC2C)C 3-(2-(2-aminoethoxy)ethoxy)-N-(2-(4-(2-(5-(3,5-dimethylisoxazol-4-yl)-1-(2-morpholinoethyl)-1H-benzo[d]imidazol-2-yl)ethyl)phenoxy)ethyl)propenamide